4-(chloromethyl)-3,5-dimethylisoxazole ClCC=1C(=NOC1C)C